2,3-difluoro-6-methoxyl-benzaldehyde FC1=C(C=O)C(=CC=C1F)OC